NC=1C=2N(C3=CC(=CC=C3N1)C(=O)N(C1COCC3=CC(=CC=C13)C(F)(F)F)CC1CC1)C=NC2 4-amino-N-(cyclopropylmethyl)-N-(7-(trifluoromethyl)isochroman-4-yl)imidazo[1,5-a]quinoxaline-8-carboxamide